C(CCCCCCCCC\C=C/CCCCCCCCCCCC(=O)N)CCCCCCCC\C=C/CCCCCCCCCCCC(=O)N ethylenedierucic acid amide